[Hg+].C(C=C)(=O)[O-] acrylic acid mercury salt